N-(4-(3-azabicyclo[3.1.1]heptan-3-yl)-3,5-difluorophenyl)-5-ethyl-2-(pyrrolidin-1-yl)oxazole-4-carboxamide C12CN(CC(C1)C2)C2=C(C=C(C=C2F)NC(=O)C=2N=C(OC2CC)N2CCCC2)F